(R)-N-(3-(N-(2-(3,3-difluoroazetidin-1-yl)acetyl)-S-methylsulfonimidoyl)phenyl)-3-((6-fluoro-2-methylpyridin-3-yl)oxy)-5-methyl-6-(trifluoromethyl)pyridazine-4-carboxamide FC1(CN(C1)CC(=O)N=[S@@](=O)(C)C=1C=C(C=CC1)NC(=O)C1=C(N=NC(=C1C)C(F)(F)F)OC=1C(=NC(=CC1)F)C)F